C(C)OC(=O)C1=C(C(=NN1C)C1=NC2=C(C=NC(=C2)C(F)(F)F)N1C)Br.FC=1C(=C(C=CC1)NC(\C=C\C1=CC=C2C(=NNC2=C1)C)=O)C (E)-N-(3-fluoro-2-methylphenyl)-3-(3-methyl-1H-indazol-6-yl)acrylamide ethyl-4-bromo-1-methyl-3-(3-methyl-6-(trifluoromethyl)-3H-imidazo[4,5-c]pyridin-2-yl)-1H-pyrazole-5-carboxylate